[Ti](I)(I)(I)I Titanium Tetraiodide